2-[3-bromo-4-[(2,4-difluorobenzyl)oxy]-6-methyl-2-oxopyridin-1(2H)-yl]-N1,N1,N4-trimethylterephthalamide BrC=1C(N(C(=CC1OCC1=C(C=C(C=C1)F)F)C)C1=C(C(=O)N(C)C)C=CC(=C1)C(=O)NC)=O